((1-(4-methylphenyl)-2,2-difluorovinyl)oxy)trimethylsilane CC1=CC=C(C=C1)C(=C(F)F)O[Si](C)(C)C